vanadium Bromide [Br-].[V+5].[Br-].[Br-].[Br-].[Br-]